silicic acid, magnesium salt [Mg+2].[Si]([O-])([O-])([O-])[O-].[Mg+2]